Sodium phosphate hydrate O.P(=O)([O-])([O-])[O-].[Na+].[Na+].[Na+]